5-(4-Chloropyridin-2-yl)-N-(1-cyclopropyl-2,2,2-trifluoroethyl)-7-methylpyrazolo[1,5-a]Pyrimidine ClC1=CC(=NC=C1)C1=NC=2N(C(=C1)C)N(CC2)C(C(F)(F)F)C2CC2